4-(4,4,5,5-tetramethyl-1,3,2-dioxaborolan-2-yl)-1,3-dihydro-2H-benzo[d]imidazol-2-one CC1(OB(OC1(C)C)C1=CC=CC=2NC(NC21)=O)C